tert-butyl (S)-(1-cyclohexyl-2-((6-(3,5-dimethyl-1-((2-(trimethylsilyl)ethoxy)methyl)-1H-pyrazol-4-yl)pyridin-3-yl)amino)-2-oxoethyl)carbamate C1(CCCCC1)[C@@H](C(=O)NC=1C=NC(=CC1)C=1C(=NN(C1C)COCC[Si](C)(C)C)C)NC(OC(C)(C)C)=O